8-aminobenzo[5,6][1,4]dioxino[2,3-b]pyrazine-7-carboxylic acid methyl ester COC(=O)C=1C(=CC2=C(OC=3C(=NC=CN3)O2)C1)N